FC1=C(C(=O)N([C@H]2CNCCC2)C2=NC=CC3=CC(=CC=C23)OC)C=CC(=C1)C=1N=NN(C1)C (R)-2-fluoro-N-(6-methoxyisoquinolin-1-yl)-4-(1-methyl-1H-1,2,3-triazol-4-yl)-N-(piperidin-3-yl)benzamide